ClC=1C=NC(=NC1)CNC(=O)[C@@H]1CCN(C2(CC2)C1)C(=O)C1=NNC(=C1)C1=CC(=NC=C1F)OC (R)-N-((5-chloropyrimidin-2-yl)methyl)-4-(5-(5-fluoro-2-methoxypyridin-4-yl)-1H-pyrazole-3-carbonyl)-4-azaspiro[2.5]octane-7-carboxamide